C(C)OC1=C(C(=O)NC=2SC(=CN2)[N+](=O)[O-])C=CC(=C1)NC1CCOCC1 ethoxy-N-(5-nitrothiazol-2-yl)-4-((tetrahydro-2H-pyran-4-yl)amino)benzamide